(1S,4S,7Z,10S,16E,21R)-7-ethylidene-4,21-di(propan-2-yl)-2-oxa-12,13-dithia-5,8,20,23-tetrazabicyclo[8.7.6]tricos-16-ene C(/C)=C/1\CN[C@H](CO[C@@H]2/C=C/CCSSC[C@H](CN1)NC[C@H](NCC2)C(C)C)C(C)C